ClC=1C(=NC(=C(C1)C#N)Cl)NC=1C=C2C=C(C(N(C2=CC1)CC1CN(CCO1)C(=O)OC(C)(C)C)=O)OCC(=O)NC tert-Butyl 2-((6-((3,6-dichloro-5-cyanopyridin-2-yl)amino)-3-(2-(methylamino)-2-oxoethoxy)-2-oxoquinolin-1(2H)-yl)methyl)morpholine-4-carboxylate